[Si](C)(C)(C(C)(C)C)O[C@H]1[C@@H](O[C@@H]([C@H]1O[Si](C)(C)C(C)(C)C)CSCC=1C(=NOC1C)C1=CC=CC=C1)N1C=CC2=C1N=CN=C2N 7-((2R,3R,4R,5S)-3,4-bis((tert-Butyldimethylsilyl)oxy)-5-((((5-methyl-3-phenylisoxazol-4-yl)methyl)thio)methyl)tetrahydrofuran-2-yl)-7H-pyrrolo[2,3-d]pyrimidin-4-amine